N-(3-(3-pentoxy)propyl)-3-(imidazolyl)propan-1-amine CCC(CC)OCCCNCCCC=1NC=CN1